(R)-3-((7-chloro-1-methyl-6-(pyrazolo[1,5-a]pyrazin-3-yloxy)-1H-imidazo[4,5-b]pyridin-2-yl)amino)-1-(tetrahydro-2H-pyran-3-yl)-5-(trifluoromethyl)pyridin-2(1H)-one ClC1=C2C(=NC=C1OC=1C=NN3C1C=NC=C3)N=C(N2C)NC=2C(N(C=C(C2)C(F)(F)F)[C@H]2COCCC2)=O